ClC1=C2C(=C[C@@]3(CCC=4C(=NC(=NC4C3)OC[C@H]3N(CCC3)C)N3C[C@@H](NCC3)CC#N)C2=CC=C1)C 2-((S)-4-((S)-4-chloro-3-methyl-2'-(((S)-1-methylpyrrolidin-2-yl)methoxy)-5',8'-dihydro-6'H-spiro[inden-1,7'-quinazolin]-4'-yl)piperazin-2-yl)acetonitrile